N-(3-fluorobenzyl)-5-(6-methylpyridin-2-yl)-4-(1-(methylsulfonyl)-1H-indazol-5-yl)-1H-imidazol-2-amine FC=1C=C(CNC=2NC(=C(N2)C=2C=C3C=NN(C3=CC2)S(=O)(=O)C)C2=NC(=CC=C2)C)C=CC1